(R)-2-methyl-N-((R)-1-(6-methyl-8-(3-methyl-2,4-dioxoimidazolidin-1-yl)imidazo[1,2-a]pyridin-2-yl)ethyl)propane-2-sulfinamide CC(C)(C)[S@@](=O)N[C@H](C)C=1N=C2N(C=C(C=C2N2C(N(C(C2)=O)C)=O)C)C1